C(#N)C=1C=NC2=CC=C(C=C2C1C=1CCN(CC1)C(\C=C\C(C)=O)=O)C=1C=C(C(=NC1)OC)NS(=O)(=O)C1=C(C=CC=C1F)F (E)-N-(5-(3-cyano-4-(1-(4-oxopent-2-enoyl)-1,2,3,6-tetrahydropyridin-4-yl)quinolin-6-yl)-2-methoxypyridin-3-yl)-2,6-difluorobenzenesulfonamide